BrC=1C=C2C(=NC1)OCC(O2)COC 7-Bromo-2-(methoxymethyl)-2,3-dihydro-[1,4]dioxino[2,3-b]pyridine